2-Mesityl-5-morpholinoimidazo[1,5-a]pyridin-2-ium chloride [Cl-].C1(=C(C(=CC(=C1)C)C)[N+]1=CN2C(C=CC=C2N2CCOCC2)=C1)C